FC(C)(CCC)F 2,2-difluoropentane